monoaminosilane N[SiH3]